2-(6-[1,4]diazepan-1-yl-pyridazin-3-yl)-5-pyrazol-1-yl-phenol N1(CCNCCC1)C1=CC=C(N=N1)C1=C(C=C(C=C1)N1N=CC=C1)O